(2S,3R)-5,7-bis(benzyloxy)-2-(3,5-bis(benzyloxy)-4-((ethylcarbamoyl)oxy)phenyl)chroman-3-yl 3,4,5-tris(benzyloxy)-2-fluorobenzoate C(C1=CC=CC=C1)OC=1C(=C(C(=O)O[C@H]2[C@@H](OC3=CC(=CC(=C3C2)OCC2=CC=CC=C2)OCC2=CC=CC=C2)C2=CC(=C(C(=C2)OCC2=CC=CC=C2)OC(NCC)=O)OCC2=CC=CC=C2)C=C(C1OCC1=CC=CC=C1)OCC1=CC=CC=C1)F